COC=1C=NC(=C(C1)N1CCN(CC1)C)C=1C=NN(C1)C 3-methoxy-6-(1-methyl-1H-pyrazol-4-yl)-5-(4-methylpiperazin-1-yl)pyridin